BrCCCCCCC(=O)OCCCCCCCCCCC Undecyl 7-bromoheptanoate